2,2'-[(phosphonomethyl)imino]diacetic acid P(=O)(O)(O)CN(CC(=O)O)CC(=O)O